C(C)OC(C1=CN=C(C(=C1N1C[C@@](CC1)(C)NC(=O)OC(C)(C)C)C1=CC(=CC(=C1)F)OC(F)F)C)=O (S)-4-(3-((tert-Butoxycarbonyl)amino)-3-methylpyrrolidin-1-yl)-5-(3-(difluoromethoxy)-5-fluorophenyl)-6-methylnicotinic acid ethyl ester